C(C)C([C@H](NC1CCC(CC1)CC1CCC(CC1)N[C@@H](C(C(=O)O)(CC)CC)C(=O)O)C(=O)O)(C(=O)O)CC tetraethyl-N,N'-(methylenedi1,4-cyclohexanediyl)di-aspartic acid